5-[(2S)-10-bromo-11-[2-(4-fluorophenyl)ethyl]-7,7-dioxo-7-thia-6,12-diazatricyclo[6.4.0.02,6]dodeca-1(12),8,10-trien-9-yl]-N-[(3,4-difluorophenyl)methyl]thiophene-2-carboxamide BrC=1C(=C2S(N3CCC[C@H]3C2=NC1CCC1=CC=C(C=C1)F)(=O)=O)C1=CC=C(S1)C(=O)NCC1=CC(=C(C=C1)F)F